Cl.N1(CCOCC1)C(=O)OCCOC1=CC2=C(OC[C@@H](C(N2C)=O)N)C=C1 (S)-2-((3-amino-5-methyl-4-oxo-2,3,4,5-tetrahydrobenzo[b][1,4]oxazepin-7-yl)oxy)ethyl morpholine-4-carboxylate hydrochloride